C1(=CC=CC=C1)P(C(C1=C(C=C(C=C1C)C)C)=O)=O phenyl-2,4,6-trimethylbenzoyl-phosphine oxide